1,1-Dimethylpyrrolidin-1-ium hydroxid [OH-].C[N+]1(CCCC1)C